Cl.C1(CC1)C1(CC1)N 1-cyclopropylcyclopropylamine hydrochloride